di(naphthyl)-N,N'-di(phenyl)-2,7-diamino-9,9-diphenyl-fluorene C1(=CC=CC2=CC=CC=C12)C=1C(=C(C=2C(C3=CC(=CC=C3C2C1)NC1=CC=CC=C1)(C1=CC=CC=C1)C1=CC=CC=C1)C1=CC=CC2=CC=CC=C12)NC1=CC=CC=C1